ClC1=CC=2N(C=C1)C(=CN2)C(=O)NC=2C=C(C=CC2C)C2=NOC(=N2)[C@H]2N(CC1(CC1)C2)C(=O)OC(C)(C)C tert-butyl (6S)-6-[3-[3-[(7-chloroimidazo[1,2-a]pyridine-3-carbonyl)amino]-4-methyl-phenyl]-1,2,4-oxadiazol-5-yl]-5-azaspiro[2.4]heptane-5-carboxylate